amino-2-bromo-6,7-dihydropyrazolo[1,5-a]pyrazine-5(4H)-carboxylic acid tert-butyl ester C(C)(C)(C)OC(=O)N1CC=2N(CC1)N=C(C2N)Br